COCC(=O)N1CC2(CN(C2)C(=O)OC(C)(C)C)C1 tert-butyl 6-(2-methoxyacetyl)-2,6-diazaspiro[3.3]heptane-2-carboxylate